COC1=CC(=CC(=C1OC)OC)/C=C\CO 3',4',5'-trimethoxycinnamyl alcohol